CC1(C2=CC=CC=C2C=2C=CC(=CC12)N(C1=CC2=C(C=C1)C1=CC=CC=C1C21CC(C2=CC=CC=C12)(C)C)C1=CC=2C(C3=CC=CC=C3C2C=C1)(C)C)C N,N-bis(9,9-dimethyl-9H-fluoren-2-yl)-3',3'-dimethyl-2',3'-dihydrospiro[fluorene-9,1'-inden]-2-amine